methyl (19Z,22Z)-9-{[4-(dimethylamino)butanoyl]oxy}octacosa-19,22-dienoate CN(CCCC(=O)OC(CCCCCCCC(=O)OC)CCCCCCCCC\C=C/C\C=C/CCCCC)C